bis(2,4-di-tert-butylphenyl)pentaerythritol C(C)(C)(C)C1=C(C=CC(=C1)C(C)(C)C)C(O)(C(CO)(CO)CO)C1=C(C=C(C=C1)C(C)(C)C)C(C)(C)C